6-ethylsulfonyl-1,3-dimethyl-5-[1-methyl-5-(trifluoromethyl-sulfinyl)benzimidazol-2-yl]imidazo[4,5-b]pyridin-2-one C(C)S(=O)(=O)C=1C=C2C(=NC1C1=NC3=C(N1C)C=CC(=C3)S(=O)C(F)(F)F)N(C(N2C)=O)C